palladium (dibenzylideneacetone) C(C1=CC=CC=C1)=CC(=O)C=CC1=CC=CC=C1.[Pd]